CN(C)C=NS(=O)(=O)C=1C=C(C=CC1N1N=CC(=C1)C(F)(F)F)NC(C)=O N-(3-{[(dimethylamino)methylene]Sulfamoyl}-4-[4-(trifluoromethyl)-1H-Pyrazol-1-yl]Phenyl)acetamide